ClC1=C(C(=CC=C1)F)C1=NC(=NC(=N1)C1=CC=CC=C1)C1=CC=CC=C1 2-(2-chloro-6-fluoro-phenyl)-4,6-diphenyl-1,3,5-triazine